5-(2-fluoro-6-methoxyphenyl)-3-(3-(8-methyl-3,8-diazabicyclo[3.2.1]octan-3-yl)phenyl)-1H-pyrazolo[4,3-c]pyridazin-6(5H)-one FC1=C(C(=CC=C1)OC)N1N=C2C(=CC1=O)NN=C2C2=CC(=CC=C2)N2CC1CCC(C2)N1C